4-(5-(((3R,4R)-4-hydroxy-3-(4-methyl-1-oxo-1,3-dihydroisobenzofuran-5-yl)piperidin-1-yl)methyl)-2H-tetrazol-2-yl)-2-methoxy-benzonitrile O[C@H]1[C@@H](CN(CC1)CC=1N=NN(N1)C1=CC(=C(C#N)C=C1)OC)C=1C(=C2COC(C2=CC1)=O)C